FC(OC=1C(=C(C#N)C=CC1)F)F 3-(Difluoromethoxy)-2-fluorobenzonitrile